FC(C1=NN=C(S1)C1=NC(=C2N1C=C(C=C2N2C[C@@H](N[C@H](C2)C)C)S(=O)(=O)NC2(CC2)C)F)F 3-(5-(difluoromethyl)-1,3,4-thiadiazol-2-yl)-8-((3S,5S)-3,5-dimethylpiperazin-1-yl)-1-fluoro-N-(1-methylcyclopropyl)imidazo[1,5-a]pyridine-6-sulfonamide